[3-[4-(hydroxymethyl)phenyl]-4-(3,3,3-trifluoropropoxy)phenyl]-[4-(5-methyl-[1,3]oxazolo[4,5-b]pyridin-2-yl)piperazin-1-yl]methanone OCC1=CC=C(C=C1)C=1C=C(C=CC1OCCC(F)(F)F)C(=O)N1CCN(CC1)C=1OC=2C(=NC(=CC2)C)N1